(Z)-3-((1H-pyrazol-5-yl)methylene)-5-(8-methyl-2,3-dihydro-1H-pyrido[2,3-b][1,4]oxazin-7-yl)indolin-2-one N1N=CC=C1\C=C\1/C(NC2=CC=C(C=C12)C1=C(C2=C(OCCN2)N=C1)C)=O